CC1CN(CC(C1)C)C1=CC(=C(C=C1)NCC1CCC(CC1)NC([O-])=O)C ((1r,4r)-4-(((4-(3,5-dimethylpiperidin-1-yl)-2-methylphenyl)amino)methyl)cyclohexyl)carbamate